CC1(C(CCCC1)(N)C)N Dimethyl-1,2-cyclohexanediamine